N-ethyl-2-[4-[(imidazo[1,2-a]pyrimidine-6-carbonylamino)methyl]phenyl]-1,3-benzoxazole C(C)N1C(OC2=C1C=CC=C2)C2=CC=C(C=C2)CNC(=O)C=2C=NC=1N(C2)C=CN1